Tert-butyl (S)-(morpholin-2-ylmethyl)carbamate N1C[C@H](OCC1)CNC(OC(C)(C)C)=O